(10S)-23-amino-10-ethyl-18-fluoro-10-hydroxy-19-methyl-8-oxa-4,15-diazahexacyclo[14.7.1.02,14.04,13.06,11.020,24]tetracosa-1,6(11),12,14,16(24),17,19-heptaene-5,9-dione NC1CCC2=C(C(=CC=3N=C4C5=CC=6[C@@](C(OCC6C(N5CC4=C1C23)=O)=O)(O)CC)F)C